3,7-dihydro-[1,2,4]triazolo[1,5-a]pyrimidine N1=CNC=2N1CC=CN2